chloro(2-dicyclohexylphosphino-2,4,6-triisopropyl-1,1-biphenyl) ClC1C(C(=C(C=C1C(C)C)C(C)C)C1=CC=CC=C1)(C(C)C)P(C1CCCCC1)C1CCCCC1